5-[(3,3-Dimethyl-4-piperidyl)oxy]-6-fluoro-1,3-benzothiazole-2-carbonitrile CC1(CNCCC1OC=1C(=CC2=C(N=C(S2)C#N)C1)F)C